NC=1C=C(C(=C(C1)[C@@H](C)NC(=O)C1=NN(C(C=C1)=O)C1=C(C=CC=C1)F)F)C(F)(F)F N-[(1R)-1-[5-amino-2-fluoro-3-(trifluoromethyl)phenyl]ethyl]-1-(2-fluorophenyl)-6-oxo-pyridazine-3-carboxamide